7-(3-(4-bromothiazol-2-yl)phenyl)-6,7-dihydro-5H-cyclopenta[b]pyridin-7-ol BrC=1N=C(SC1)C=1C=C(C=CC1)C1(CCC=2C1=NC=CC2)O